[N+](=O)([O-])[O-].[Pt+4].C(CCCCC)=N.[N+](=O)([O-])[O-].[N+](=O)([O-])[O-].[N+](=O)([O-])[O-] Hexaanimine Platinum (IV) Nitrate